tert-butyl (2R,3S)-2-[[tert-butyl(dimethyl)silyl]oxymethyl]-3-hydroxy-azetidine-1-carboxylate [Si](C)(C)(C(C)(C)C)OC[C@H]1N(C[C@@H]1O)C(=O)OC(C)(C)C